4-ethyl-2,3-dioxopiperazine C(C)N1C(C(NCC1)=O)=O